N-((1R,2R)-2-Aminocyclopentyl)-5-(2-methyl-4-phenoxyphenyl)-4-oxo-4,5-dihydro-3H-1-thia-3,5,8-triazaacenaphthylene-2-carboxamide N[C@H]1[C@@H](CCC1)NC(=O)C=1SC=2N=CC=C3N(C(NC1C23)=O)C2=C(C=C(C=C2)OC2=CC=CC=C2)C